3,3-dimethyl-8-oxo-2,3,8,13b-tetrahydro-1H-pyrido[2,1-a]pyrrolo[1,2-c]phthalazine-7-carboxylate CC1(CCC2N1N1C(C=3C=CC=CC23)=CC(C(=C1)C(=O)[O-])=O)C